2-(dimethylamino)-2-phenylbutynol CN(C(CO)(C#C)C1=CC=CC=C1)C